3-(2-chloro-3'-fluoro-4'-(2-oxopiperidin-1-yl)-[1,1'-biphenyl]-3-yl)piperidine-2,6-dione ClC1=C(C=CC=C1C1C(NC(CC1)=O)=O)C1=CC(=C(C=C1)N1C(CCCC1)=O)F